C12C(CC(C=C1)C2)CC[Si](Cl)(Cl)Cl (2-bicyclo[2.2.1]hept-5-en-2-ylethyl)trichlorosilane